N-{6,7-dimethoxy-1H,2H,3H-cyclopenta[b]quinolin-9-yl}-1-propylpiperidin-4-amine COC=1C(=CC=2C(=C3C(=NC2C1)CCC3)NC3CCN(CC3)CCC)OC